tert-Butyl 2-((((9H-fluoren-9-yl)methoxy) carbonyl)(methyl)amino)-4-(3-(trifluoromethyl)phenyl)butanoate C1=CC=CC=2C3=CC=CC=C3C(C12)COC(=O)N(C(C(=O)OC(C)(C)C)CCC1=CC(=CC=C1)C(F)(F)F)C